N1C(=CC=C1)C1=CC=C(C=C1)CCCNC=1C2=C(N=C(N1)CC)SC(=C2)C N-(3-(4-(1H-pyrrol-2-yl)phenyl)propyl)-2-ethyl-6-methylthieno[2,3-d]pyrimidin-4-amine